FC=1C=C(C=NC1)[C@@H](O)[C@@H]1N[C@@H](CC1)C1=CC=C(C=C1)OC (R)-(5-Fluoropyridin-3-yl)((2R,5S)-5-(4-methoxyphenyl)pyrrolidin-2-yl)methanol